Cl.NC[C@@H](C(=O)OC)OC methyl (2S)-3-amino-2-methoxypropionate hydrochloride